CC1=CN=C(S1)C=1C=C(C(=O)N[C@H](C)C=2N=NC(=CC2)C(F)(F)F)C=C(C1)OC[C@@H]1COCC1 3-(5-Methyl-1,3-thiazol-2-yl)-5-[(3S)-tetrahydrofuran-3-ylmethoxy]-N-[(1R)-1-[6-(trifluoromethyl)pyridazin-3-yl]ethyl]benzamide